3-[4-[1-[(2S)-5-[4-[4-(aminomethyl)-3-methyl-phenyl]pyrrolo[2,1-f][1,2,4]triazin-6-yl]-2-fluoro-pentyl]-4-piperidyl]phenyl]piperidine-2,6-dione TFA salt OC(=O)C(F)(F)F.NCC1=C(C=C(C=C1)C1=NC=NN2C1=CC(=C2)CCC[C@@H](CN2CCC(CC2)C2=CC=C(C=C2)C2C(NC(CC2)=O)=O)F)C